BrCCC=1C(=NNC1C)C 4-(2-bromoethyl)-3,5-dimethyl-1H-pyrazole